6-[1-(2,2-difluoroethyl)-1H-pyrazolo[3,4-b]pyrazin-6-yl]-2-{[6-(trifluoromethyl)pyridin-3-yl]oxy}-6-azaspiro[3.5]nonane FC(CN1N=CC=2C1=NC(=CN2)N2CC1(CC(C1)OC=1C=NC(=CC1)C(F)(F)F)CCC2)F